C(C(=C)C)(=O)OCCC[Si](O)(O)O 3-methacryloxypropylsilanetriol